N1(CCC[C@H]2CCCC[C@H]12)C([C@@H](CN(C)C)N(CC1=C(C=C(C=C1)OC)OC)C1CC1)=O (2R)-1-[(4aR,8aS)-decahydroquinolin-1-yl]-2-{cyclopropyl[(2,4-dimethoxyphenyl)methyl]amino}-3-(dimethylamino)propan-1-one